eicosatrienoic acid n-butyl ester C(CCC)OC(C=CC=CC=CCCCCCCCCCCCCC)=O